5-{[(2,2-Dimethylpropanoyl)amino]methyl}-N-(1-cyclopropyl-1H-indazol-4-yl)-2-(trifluoromethyl)benzamide CC(C(=O)NCC=1C=CC(=C(C(=O)NC2=C3C=NN(C3=CC=C2)C2CC2)C1)C(F)(F)F)(C)C